C(C)(=O)C1=CC(=CN2C1=NC(=C(C2=O)C)C2=CC(=CC=C2)F)C 9-acetyl-2-(3-fluorophenyl)-3,7-dimethyl-pyrido[1,2-a]pyrimidin-4-one